ClC=1C(=CC(=C(C1)N1C(NCCC1)=O)OC)OC (5-chloro-2,4-dimethoxyphenyl)tetrahydropyrimidin-2(1H)-one